ethyl 2-bromo-3,3-difluoropropionate BrC(C(=O)OCC)C(F)F